BrCCCCC(=O)NC=1NN=C(N1)C1=CC=NC=C1 5-bromo-N-(5-(pyridin-4-yl)-2H-1,2,4-triazol-3-yl)valeramide